2-methylpyrrolidine-3-carboxamide CC1NCCC1C(=O)N